6-Fluoro-N-(pyridin-2-ylmethyl)-1H-indole-1-carboxamide FC1=CC=C2C=CN(C2=C1)C(=O)NCC1=NC=CC=C1